tert-butyl ((4bS,9bS)-1-amino-7-bromo-4b-hydroxy-10-oxo-9b,10-dihydro-4bH-indeno[1,2-b]benzofuran-9b-yl)carbamate NC1=C2C([C@@]3([C@@](OC4=C3C=CC(=C4)Br)(C2=CC=C1)O)NC(OC(C)(C)C)=O)=O